C1(=CC=CC=C1)N1N=CC=2C1=NC=NC2O 1-phenyl-1H-pyrazolo[3,4-d]pyrimidin-4-ol